FC(C1=NN=C(O1)C1=CC(=C(CN(C(=O)C2(CN(C2)C(CC)=O)F)C2=CC=CC=C2)C=C1)F)F N-(4-(5-(difluoromethyl)-1,3,4-oxadiazol-2-yl)-2-fluorobenzyl)-3-fluoro-N-phenyl-1-propionylazetidine-3-carboxamide